2-cyclopentyl-4-(3,4-dimethylphenoxy)-N-(4-(methylsulfonyl)but-3-en-2-yl)pyrimidine-5-carboxamide C1(CCCC1)C1=NC=C(C(=N1)OC1=CC(=C(C=C1)C)C)C(=O)NC(C)C=CS(=O)(=O)C